FC=1C=C(C=C(C1)F)C1CC=NN1C(=O)C12CC(C1)(C2)CN2N=NC=C2C(=O)N 1-((3-(5-(3,5-Difluorophenyl)-4,5-dihydro-1H-pyrazole-1-carbonyl)bicyclo-[1.1.1]pentan-1-yl)methyl)-1H-1,2,3-triazole-5-carboxamide